2-[3-[4-(cyclopropylcarbamoyl)-3-(difluoromethoxy)-5-methoxy-phenyl]-7-(1-methylpyrazol-4-yl)imidazo[1,2-a]pyridin-6-yl]oxyacetic acid C1(CC1)NC(=O)C1=C(C=C(C=C1OC)C1=CN=C2N1C=C(C(=C2)C=2C=NN(C2)C)OCC(=O)O)OC(F)F